C(C)C=1SC=CN1 2-Ethyl-thiazole